6-octadecynic acid C(CCCCC#CCCCCCCCCCCC)(=O)O